FC(C1(CC1)NC(=O)OCCCOC1=CC=2[C@@H]3N(N4C(C2C=C1COC)=CC(C(=C4)C(=O)O)=O)C(CC3)(C)C)F (R)-12-(3-(((1-(difluoromethyl)cyclopropyl)carbamoyl)oxy)propoxy)-11-(methoxymethyl)-3,3-dimethyl-8-oxo-2,3,8,13b-tetrahydro-1H-pyrido[2,1-a]pyrrolo[1,2-c]phthalazine-7-carboxylic acid